CN(C1CCC(CC1)NC1=NC=2N(C(C(=NC2C=N1)C=1C=CC(=NC1C)NS(=O)(=O)CC1=CC=C(C=C1)F)=O)C(C)C)C N-[5-[2-[[4-(dimethyl-amino)cyclohexyl]-amino]-8-isopropyl-7-oxo-pteridin-6-yl]-6-methyl-2-pyridyl]-1-(4-fluorophenyl)methane-sulfonamide